4-Methyl-1,8-octanediamine CC(CCCN)CCCCN